CC(C)(C)OC(=O)N1CCN(CC1)CC#C 2-methylprop-2-yl-4-(prop-2-ynyl)piperazine-1-carboxylate